3-chloro-5-[(2S)-3-hydroxy-2-[(3S,4S)-3-[(4-methanesulfonylphenoxy)methyl]-4-methylpyrrolidin-1-yl]propyl]benzonitrile ClC=1C=C(C#N)C=C(C1)C[C@@H](CO)N1C[C@H]([C@@H](C1)C)COC1=CC=C(C=C1)S(=O)(=O)C